3-Fluoro-N-(oxetan-3-ylmethyl)-5-((1-oxo-6-(3-(trifluoromethyl)-1H-pyrazol-4-yl)-2,7-naphthyridin-2(1H)-yl)methyl)benzamide FC=1C=C(C(=O)NCC2COC2)C=C(C1)CN1C(C2=CN=C(C=C2C=C1)C=1C(=NNC1)C(F)(F)F)=O